O1COCC2=C1C=CC(=C2)C(N2CCN(CC2)C(=O)N2N=NC1=C2C=CC(=C1)C#N)C1=CC2=C(OCOC2)C=C1 1-(4-(bis(4H-benzo[d][1,3]dioxin-6-yl)methyl)piperazine-1-carbonyl)-1H-benzo[d][1,2,3]triazole-5-carbonitrile